O1C=C(C=C1)C(=O)NC=1C=C2C(=CNC2=CC1)C=1CCN(CC1)C(C)(C)C 5-(3-furoyl)amino-3-(1-(tert-butyl)-1,2,3,6-tetrahydropyridin-4-yl)-1H-indole